NC1=NC=2C=NC(=CC2C2=C1COC2)C(=O)N(CC2=NC=C(C=C2)C(F)(F)F)C2CC2 4-amino-N-cyclopropyl-N-((5-(trifluoromethyl)-2-pyridinyl)methyl)-1,3-dihydrofuro[3,4-c][1,7]naphthyridine-8-carboxamide